C(C1=CC=CC=C1)ON1[C@@H]2CC[C@H](N(C1=O)C2)C(=O)NOCC2CN(C2)C(=O)OC(C)(C)C tert-Butyl 3-{[({[(2S,5R)-6-benzyloxy-7-oxo-1,6-diazabicyclo[3.2.1]oct-2-yl] carbonyl}amino)oxy]methyl}azetidine-1-carboxylate